1-[3-fluoro-5-isobutyl-2-(2H-tetrazol-5-yl)phenyl]-4-[(3-fluoro-2-pyridyl)methyl]piperazine FC=1C(=C(C=C(C1)CC(C)C)N1CCN(CC1)CC1=NC=CC=C1F)C=1N=NNN1